2-((R)-1-(7,7-difluoro-2-((2S,3S)-3-fluoro-2-methylazetidin-1-yl)-6,7-dihydro-5H-cyclopenta[d]pyrimidin-4-yl)pyrrolidin-3-yl)acetic acid FC1(CCC2=C1N=C(N=C2N2C[C@H](CC2)CC(=O)O)N2[C@H]([C@H](C2)F)C)F